(6-bromo-8-((R or S)-1-methoxyethyl)imidazo[1,2-a]pyridin-2-yl)((3S,4S)-4-(3,4-dihydroisoquinolin-2(1H)-yl)-3-hydroxypiperidin-1-yl)methanone BrC=1C=C(C=2N(C1)C=C(N2)C(=O)N2C[C@@H]([C@H](CC2)N2CC1=CC=CC=C1CC2)O)[C@@H](C)OC |o1:29|